Cl.CN1[C@@H](CCC1)C(=O)O methylprolinate hydrochloride